N[C@@H](C(=O)N1CC2=CC=C(C=C2C1)CNS(=O)(=O)N1CC(C(C1)O)O)CC1=C(C=C(C=C1)Cl)Cl N-((2-((R)-2-amino-3-(2,4-dichlorophenyl)propanoyl)isoindolin-5-yl)methyl)-3,4-dihydroxypyrrolidine-1-sulfonamide